C(CCCCCCCCCCCCCCCCC)N(C(C1=CC(C(=O)N)=CC=C1)=O)CCCCCCCCCCCCCCCCCC N,N-distearyl-isophthalamide